IC=1C=NN2C1C=CC(=C2)C(C)(C)O 2-(3-iodopyrazolo[1,5-a]pyridin-6-yl)propan-2-ol